COC(=O)C=1C(N(C2=CC(=CC=C2C1N)C(F)F)C1=CC=C(C=C1)C(C)O)=O 4-Amino-7-(difluoromethyl)-1-(4-(1-hydroxyethyl)phenyl)-2-oxo-1,2-dihydroquinoline-3-carboxylic acid methyl ester